4-(aminomethyl)benzenesulfonamide HCl Cl.NCC1=CC=C(C=C1)S(=O)(=O)N